ethyl 2-(5-ethylthiophen-3-yl)-2-oxoacetate C(C)C1=CC(=CS1)C(C(=O)OCC)=O